O=S1(CCC(CC1)NC=1C=2N(C=CC1)C(=C(N2)C#CCNC2=C(C=C(C(=O)NC)C=C2)OC)SC(F)(F)F)=O 4-((3-(8-((1,1-dioxidotetrahydro-2H-thiopyran-4-yl)amino)-3-((trifluoromethyl)thio)imidazo[1,2-a]pyridin-2-yl)prop-2-yn-1-yl)amino)-3-methoxy-N-methylbenzamide